(Z)-9-ethyl-4-(6-(2-fluoro-2-(4-(pyridazin-4-yl)pyrimidin-2-yl)vinyl)-3-phenoxy-2-(trifluoromethyl)phenyl)-1-oxa-4,9-diazaspiro[5.5]undecane C(C)N1CCC2(CN(CCO2)C2=C(C(=CC=C2\C=C(\C2=NC=CC(=N2)C2=CN=NC=C2)/F)OC2=CC=CC=C2)C(F)(F)F)CC1